ClC1=NC=CC(=C1Cl)C=1C(=C(C=CC1)NC(=O)C1=CC=C(C=N1)CN(C(OC(C)(C)C)=O)C)C tert-Butyl ((6-((3-(2,3-dichloropyridin-4-yl)-2-methylphenyl)carbamoyl)pyridin-3-yl)methyl)(methyl)carbamate